Cl.F[C@H]1C[C@H](NC1)CO ((2S,4S)-4-fluoropyrrolidin-2-yl)methanol hydrochloride